C12(CC1)COC1=C2C(=CC=C1)OC=1N=CC(=NC1)N 5-spiro[2H-benzofuran-3,1'-cyclopropane]-4-Yloxypyrazin-2-amine